methyl-N-(piperidin-4-yl)isoquinolin-8-amine hydrochloride Cl.CC1=NC=CC2=CC=CC(=C12)NC1CCNCC1